O=C1NC(CCC1N1C(C2=CC=C(C=C2C1)N1CC2(C1)CCN(CC2)CC2CCN(CC2)C(=O)OCC2=CC=CC=C2)=O)=O benzyl 4-([2-[2-(2,6-dioxopiperidin-3-yl)-1-oxo-3H-isoindol-5-yl]-2,7-diazaspiro[3.5]nonan-7-yl]methyl)piperidine-1-carboxylate